3-((7-((tert-butyldimethylsilyl)oxy)-1-(methylsulfonyl)-5H-cyclopenta[c]pyridin-4-yl)oxy)-5-fluorobenzonitrile [Si](C)(C)(C(C)(C)C)OC1=CCC2=C1C(=NC=C2OC=2C=C(C#N)C=C(C2)F)S(=O)(=O)C